C(C1=CC=CC=C1)(=O)C=1C(=CC(=C(CN(C2=CC=C(C=C3CN=CN=C3)C=C2)C)C1)OCCCCCCCC)O 5-(4-((5-Benzoyl-4-hydroxy-2-(octyloxy)benzyl)(methyl)amino)benzylidene)pyrimidine